(S)-3-(8-(methylsulfonyl)-1-oxo-2,8-diazaspiro[4.5]decan-3-yl)propyl 4-methylbenzenesulfonate CC1=CC=C(C=C1)S(=O)(=O)OCCC[C@@H]1NC(C2(C1)CCN(CC2)S(=O)(=O)C)=O